FC1(CC=C(CC1)C1=NC(=CC(=N1)C#C)C)F 2-(4,4-difluorocyclohex-1-en-1-yl)-4-ethynyl-6-methylpyrimidine